C(C)(=O)O[C@H]1[C@H](OC2=CN(C3=CC=C(C=C23)O)C(C)=O)O[C@@H]([C@H]([C@@H]1OC(C)=O)OC(C)=O)COC(C)=O 1-Acetyl-5-hydroxy-1H-indol-3-yl 2,3,4,6-tetra-O-acetyl-β-D-glucopyranoside